NC1=NC=C(C(=N1)N)CC1=CC(=C(OCCCC(=O)OC)C(=C1)OC)OC methyl 4-(4-((2,4-diaminopyrimidin-5-yl)methyl)-2,6-dimethoxyphenoxy)butanoate